C12CN(CC2C1)C=1C=C2C(=CC=NC2=CC1)C(=O)NCC(=O)N1CSC[C@H]1C#N 6-(3-azabicyclo[3.1.0]hexane-3-yl)-N-(2-((R)-4-cyanothiazolidin-3-yl)-2-oxoethyl)quinoline-4-carboxamide